C(C)C1=CC=C(C=C1)C1OC=C(N1C1=CC=CC=C1)C1=CC=CC=C1 2-(4-ethylphenyl)-3,4-diphenyl-2,3-dihydrooxazole